Cl.N1=CC(=CC=C1)N1N=NNC1=O 1-(pyridin-3-yl)-1,4-dihydro-5H-tetrazol-5-one hydrochloride